7-isopropyl-11-oxo-4-(((trifluoromethyl)sulfonyl)oxy)-2,6,7,11-tetrahydro-1H-furo[2,3-H]pyrido[2,1-a]isoquinoline-10-carboxylic acid ethyl ester C(C)OC(=O)C=1C(C=C2N(C(CC=3C=C(C4=C(C23)CCO4)OS(=O)(=O)C(F)(F)F)C(C)C)C1)=O